(3S)-1-(prop-2-enoyl)pyrrolidin C(C=C)(=O)N1CCCC1